C(CCCCCC)(=O)[O-].[Mn+2].C(CCCCCC)(=O)[O-] manganese (heptanoate)